ClC1=C(C=CC=C1)C1=C(C=CC(=C1)C(F)(F)F)S(=O)(=O)N1CCC(CC1)(C(=O)NC\C=C/C(=O)O)F (Z)-4-[[1-[2-(2-chlorophenyl)-4-(trifluoromethyl)phenyl]sulfonyl-4-fluoro-piperidine-4-carbonyl]amino]but-2-enoic acid